CC1=NN=C(C2=CC(=CC=C12)N1CCN(CC1)CCCCC(=O)O)N[C@H](C)C1=C(C(=CC=C1)C(F)(F)F)C (R)-5-(4-(1-methyl-4-((1-(2-methyl-3-(trifluoromethyl)phenyl)-ethyl)amino)phthalazin-6-yl)piperazin-1-yl)pentanoic acid